COC(\C=C/C1CNCC1)C1=CC=C(C=C1)C(F)(F)F (Z)-3-(3-methoxy-3-(4-(trifluoromethyl)phenyl)prop-1-en-1-yl)pyrrolidine